tert-butyl 7-(2-(2,6-dioxopiperidin-3-yl)-1-oxoisoindoline-5-carbonyl)-2,7-diazaspiro[3.5]nonane-2-carboxylate O=C1NC(CCC1N1C(C2=CC=C(C=C2C1)C(=O)N1CCC2(CN(C2)C(=O)OC(C)(C)C)CC1)=O)=O